S-(2-p-butoxybenzamidoethyl)mercaptoacetic acid C(CCC)OC1=CC=C(C(=O)NCCSCC(=O)O)C=C1